C(C)(=O)N(C=1SC2=C(C1C(=O)OC)CCC1(OCCO1)C2)CC2=CC=C(C=C2)C Methyl 2-[acetyl(4-methylbenzyl)amino]-4,7-dihydro-5H-spiro[1-benzothiophene-6,2'-[1,3]dioxolane]-3-carboxylate